1-(3-fluoro-1-bicyclo[1.1.1]pentanyl)-3-[(1S)-1-(3-fluorophenyl)ethyl]urea FC12CC(C1)(C2)NC(=O)N[C@@H](C)C2=CC(=CC=C2)F